(S,Z)-1-(4-acetyl-3-(3-chloro-5-(2-methyl-2H-tetrazol-5-yl)phenyl)piperazin-1-yl)-3-chloroprop-2-en-1-one C(C)(=O)N1[C@H](CN(CC1)C(\C=C/Cl)=O)C1=CC(=CC(=C1)C=1N=NN(N1)C)Cl